O(CCOCCC(=O)O)CCOCCC(=O)O 3,3'-[oxybis(ethane-2,1-diyloxy)]dipropanoic acid